N1C(=CC=2C=NC=CC21)CNC(=O)[C@H]2N(CC1(OCCO1)C2)C(=O)OCC2=CC=CC=C2 benzyl (8S)-8-(1H-pyrrolo[3,2-c]pyridin-2-ylmethylcarbamoyl)-1,4-dioxa-7-azaspiro[4.4]nonane-7-carboxylate